(2R,4aS,4bR,6aS,7R,7aS,8aR,8bR,8cR,10aR)-7-((2S,3S)-3-hydroxyhex-4-yn-2-yl)-6a-methyl-2-(trifluoromethyl)octadecahydrocyclopropa[4,5]cyclopenta[1,2-a]phenanthren-2-ol O[C@@H]([C@@H](C)[C@H]1[C@@H]2[C@H]([C@@H]3[C@@]1(CC[C@@H]1[C@H]4CC[C@](C[C@H]4CC[C@@H]31)(O)C(F)(F)F)C)C2)C#CC